N=1C=CN2C1N=CC(=C2)C=2C=CN1N=C(N=C(C12)OC)NC1CCC(CC1)(C)OC 5-(imidazo[1,2-a]pyrimidin-6-yl)-4-methoxy-N-((1s,4s)-4-methoxy-4-methylcyclohexyl)pyrrolo[2,1-f][1,2,4]triazin-2-amine